3-((2-amino-3-(4-phenoxyphenyl)pyridin-4-yl)oxylphenyl)-4-(dimethylamino)but-2-enamide NC1=NC=CC(=C1C1=CC=C(C=C1)OC1=CC=CC=C1)OC1=C(C=CC=C1)C(=CC(=O)N)CN(C)C